N-[2-methoxy-6-(1,2,4-triazol-4-yl)-3-pyridyl]-5-methyl-3-phenyl-isoxazole-4-carboxamide COC1=NC(=CC=C1NC(=O)C=1C(=NOC1C)C1=CC=CC=C1)N1C=NN=C1